1,2,7,8-octanetetracarboxylic acid C(C(CCCCC(CC(=O)O)C(=O)O)C(=O)O)C(=O)O